CN(C(OC(C)(C)C)=O)C1=CC(=CC=C1)[N+](=O)[O-] tert-butyl N-methyl-N-(3-nitrophenyl)carbamate